4-nitrophenyl-1-(2-(thiophen-2-yl)thiazol-4-yl)ethan-1-amine [N+](=O)([O-])C1=CC=C(C=C1)C(C)(N)C=1N=C(SC1)C=1SC=CC1